ClC1=C(C=CC(=C1)Cl)C1=C(C=2C=CC(=CC2CC1)C(=O)OC)C1=CC=C(C=C1)CC1CN(CC1)CCCF Methyl 6-(2,4-dichlorophenyl)-5-(4-((1-(3-fluoropropyl)pyrrolidin-3-yl)methyl)phenyl)-7,8-dihydronaphthalene-2-carboxylate